1-(4-fluoro-2-methylphenyl)-3-(6-methoxy-2-methylpyridin-3-yl)-7-(trifluorometh-oxy)-2,3-dihydroquinazolin-4(1H)-one FC1=CC(=C(C=C1)N1CN(C(C2=CC=C(C=C12)OC(F)(F)F)=O)C=1C(=NC(=CC1)OC)C)C